FC1=CC(=NC=C1)C=1C(=NN(C1C)C)C(=O)OC(C)(C)C Tert-butyl 4-(4-fluoropyridin-2-yl)-1,5-dimethyl-1H-pyrazole-3-carboxylate